CC=1C=C2CC3(CCNCC3)C(C2=CC1)=O 5-methyl-spiro[indene-2,4'-piperidin]-1(3H)-one